(9,9-dimethyl-9H-xanthene-4,5-diyl)bis(diphenyl-phosphine) CC1(C2=CC=CC(=C2OC=2C(=CC=CC12)P(C1=CC=CC=C1)C1=CC=CC=C1)P(C1=CC=CC=C1)C1=CC=CC=C1)C